2-(2-methyl-5-nitro-1H-imidazolyl)ethyl-seryl-asparagine CC=1N(C(=CN1)[N+](=O)[O-])CCN[C@@H](CO)C(=O)N[C@@H](CC(N)=O)C(=O)O